ClC1=NC=C2C(=CC(NC2=C1F)=O)N1C[C@H]2CC[C@@H](C1)N2C(=O)OC(C)(C)C Tert-butyl (1R,5S)-3-(7-chloro-8-fluoro-2-oxo-1,2-dihydro-1,6-naphthyridin-4-yl)-3,8-diazabicyclo[3.2.1]octane-8-carboxylate